tert-butyl-4-(2-((trans)-4-(dibenzylamino) cyclohexyl) ethoxy)-2,6-dimethylpiperidine-1-carboxylate C(C)(C)(C)OC(=O)N1C(CC(CC1C)OCC[C@@H]1CC[C@H](CC1)N(CC1=CC=CC=C1)CC1=CC=CC=C1)C